2,6-dibromo-4,8-dioctylbenzo[1,2-b:4,5-b']dithiophene BrC1=CC=2C(S1)=C(C1=C(SC(=C1)Br)C2CCCCCCCC)CCCCCCCC